2-pyridin-2-yl-4,5-benzothiazole N1=C(C=CC=C1)N1CC=C2C(=CC=C2)S1